C1(=CC=CC=C1)S(=O)(=O)C1=CC=CC=C1.[N] nitrogen phenylsulfone